C1=CC=C(C=C1)C(=O)C/C=C/C(=O)C(=O)O The molecule is a dioxo monocarboxylic acid that is 6-phenylhexa-3-enoic acid bearing oxo substituents at position3 2 and 6. It is a dioxo monocarboxylic acid, an enone and an aromatic ketone. It is a conjugate base of a 2,6-dioxo-6-phenylhexa-3-enoate(1-). It is a tautomer of a 2-hydroxy-6-oxo-6-phenylhexa-2,4-dienoic acid.